ClC1=CC=C(COC(=O)N[C@H](C(=O)O)CCN(CCCCC2=NC=3NCCCC3C=C2)CCOC2=CC=CC=C2)C=C1 (2S)-2-[(4-chlorobenzyl)oxycarbonylamino]-4-[2-phenoxyethyl-[4-(5,6,7,8-tetrahydro-1,8-naphthyridin-2-yl)butyl]amino]butanoic acid